ClC1=C(C(=CC=C1)F)C1=NN(C2=CC(=C(C=C2C1=O)F)N1N=C(N(C1=O)CC)CO)C(C)C1CC1 3-(2-chloro-6-fluorophenyl)-1-(1-cyclopropylethyl)-7-(4-ethyl-3-(hydroxymethyl)-5-oxo-4,5-dihydro-1H-1,2,4-triazol-1-yl)-6-fluorocinnolin-4(1H)-one